(1-(2-(trifluoromethyl)benzyl)-1H-1,2,3-triazol-4-yl)cinnamic acid methyl ester COC(C(=CC1=CC=CC=C1)C=1N=NN(C1)CC1=C(C=CC=C1)C(F)(F)F)=O